ClC1=NC(=CC(=C1C=O)C(=O)N(C)C)N(C(C)C)C 2-chloro-3-formyl-N,N-dimethyl-6-[methyl(propan-2-yl)amino]pyridine-4-carboxamide